COC(=O)C1=CC(N(C=C1)CC1=CC2=CC=CC=C2C=C1)=O 1-(naphthalen-2-ylmethyl)-2-oxo-1,2-dihydropyridine-4-carboxylic acid methyl ester